N4-[2-(6-methyl-2-pyridyl)pyrimidin-4-yl]-N2-[4-[[rac-(1S,5R)-3,8-diazabicyclo[3.2.1]octan-3-yl]methyl]phenyl]pyrimidine-2,4-diamine CC1=CC=CC(=N1)C1=NC=CC(=N1)NC1=NC(=NC=C1)NC1=CC=C(C=C1)CN1C[C@@H]2CC[C@H](C1)N2 |r|